C1(=C(C=CC=C1)N1NN=C(C(=C1C1=C(C=CC=2C3=CC=CC=C3NC12)C1=CC=CC=C1)C1=CC=CC=C1)C1=CC=CC=2OC3=C(C21)C=CC=C3)C3=CC=CC=C3 (biphenylyl)(phenylcarbazolyl)(phenyl)(dibenzofuranyl)triazine